N-(4-(4-(3-(4-fluorophenethyl)ureido)phenoxy)-7-methoxyquinazolin-6-yl)isobutyramide FC1=CC=C(CCNC(NC2=CC=C(OC3=NC=NC4=CC(=C(C=C34)NC(C(C)C)=O)OC)C=C2)=O)C=C1